C=C(C)C1=NC=CC=C1NC1CCN(CC1)C(C)=O 1-(4-((2-(prop-1-en-2-yl)pyridin-3-yl)amino)piperidin-1-yl)ethan-1-one